FC(CCC1=NN=C(S1)C(=O)NCC1=NC=CC=C1)CN1N=NC(=C1)C(NCC1=NC=CC(=C1)C(F)(F)F)=O 5-(3-fluoro-4-(4-(((4-(trifluoromethyl)pyridin-2-yl)methyl)carbamoyl)-1H-1,2,3-triazol-1-yl)butyl)-N-(pyridin-2-ylmethyl)-1,3,4-thiadiazole-2-carboxamide